FC=1C=C(C=C2CC(CC12)CO)OCC(=O)NC 2-[7-fluoro-2-(hydroxymethyl)indan-5-yl]oxy-N-methyl-acetamide